C(C)(=O)N1CCN(CC1)C1=NC(=CC(=N1)C1=CN=C2N1C=C(N=C2)C(=O)N)C 3-(2-(4-Acetylpiperazin-1-yl)-6-methylpyrimidin-4-yl)imidazo[1,2-a]pyrazine-6-carboxamide